[N+](=O)([O-])C1=C(C=CC(=C1)[N+](=O)[O-])SC[C@H](NC(CC[C@H](N)C(=O)O)=O)C(=O)NCC(=O)O S-(2,4-Dinitrophenyl)glutathione